chloro(1-isopropyl-4-methylbenzene) ruthenium (II) [Ru+2].ClC1=C(C=CC(=C1)C)C(C)C